2,4,6-trimethylphenylimidazole CC1=C(C(=CC(=C1)C)C)C=1NC=CN1